((1S,2S)-2-methyl-1-(5-oxo-4,5-dihydro-1,2,4-oxadiazol-3-yl)cyclopropyl)-5-(tetrahydro-2H-pyran-4-yl)-1H-indole-2-carboxylic acid C[C@@H]1[C@@](C1)(C1=NOC(N1)=O)N1C(=CC2=CC(=CC=C12)C1CCOCC1)C(=O)O